2-fluoro-N-((2R)-1-(4-(3-fluorophenyl)-2-methyl-2,8-diazaspiro[4.5]decan-8-yl)-3-methyl-1-oxobutan-2-yl)-5-methylbenzamide FC1=C(C(=O)N[C@@H](C(=O)N2CCC3(C(CN(C3)C)C3=CC(=CC=C3)F)CC2)C(C)C)C=C(C=C1)C